Acetonitrile D-tartrate C(=O)(O)[C@@H](O)[C@H](O)C(=O)O.C(C)#N